(S)-2-(1-(6-amino-3-chloropyridazin-4-yl)-2-methoxyethyl)isoindoline-1,3-dione NC1=CC(=C(N=N1)Cl)[C@@H](COC)N1C(C2=CC=CC=C2C1=O)=O